C(C)C=1C=CC=C2C=CC=C(C12)N1CC=2N=C(N=C(C2CC1)N1CCN(CCC1)C(=O)C=1OC=CC1)OCC12CCCN2CCC1 (4-(7-(8-ethylnaphthalen-1-yl)-2-((tetrahydro-1H-pyrrolizin-7a(5H)-yl)methoxy)-5,6,7,8-tetrahydropyrido[3,4-d]pyrimidin-4-yl)-1,4-diazepan-1-yl)(furan-2-yl)methanone